(8-fluoro-4-(2-hydroxypropan-2-yl)-2-methylquinolin-6-yl)boronic acid FC=1C=C(C=C2C(=CC(=NC12)C)C(C)(C)O)B(O)O